NO Azanol